5-bromo-4-methyl-2-(trifluoromethyl)benzoic acid BrC=1C(=CC(=C(C(=O)O)C1)C(F)(F)F)C